C(C1=CC=CC=C1)OC1=C(C=C2C(NN(C2=C1F)C1=CC=C(C=C1)N1CCC(CC1)(C)C)=O)F 6-(benzyloxy)-1-(4-(4,4-dimethylpiperidin-1-yl)phenyl)-5,7-difluoro-1H-indazol-3(2H)-one